2-[4-[1-(2,6-dioxo-3-piperidyl)-2-oxo-benzo[cd]indol-6-yl]-1-piperidyl]-N-[5-fluoro-7-hydroxy-6-(1,1,4-trioxo-1,2,5-thiadiazolidin-2-yl)-2-naphthyl]acetamide O=C1NC(CCC1N1C(C2=C3C(C(=CC=C13)C1CCN(CC1)CC(=O)NC1=CC3=CC(=C(C(=C3C=C1)F)N1S(NC(C1)=O)(=O)=O)O)=CC=C2)=O)=O